BrC=1C=C(CN2N=NNC2=O)C=CC1 1-(3-bromobenzyl)-1,4-dihydro-5H-tetrazol-5-one